5'-[1-methyl-1,1-ethanediylbis(1,4-phenylene)dioxy]bis(isobenzofuran-1,3-diol) CC(C)(C1=CC=C(C=C1)OC=1C2=C(OC(=C2C=CC1)O)O)C1=CC=C(C=C1)OC=1C2=C(OC(=C2C=CC1)O)O